(E)-2-(2-(aminomethyl)-3-fluoroallyl)-1,3-dibromo-5-cyclopropyl-2,5,6,7-tetrahydro-4H-pyrrolo[3,4-c]pyridin-4-one NC/C(/CN1C(=C2C(N(CCC2=C1Br)C1CC1)=O)Br)=C\F